3-(1-oxo-5-((1-(piperidin-4-ylmethyl)piperidin-4-yl)oxy)isoindolin-2-yl)piperidine-2,6-dione O=C1N(CC2=CC(=CC=C12)OC1CCN(CC1)CC1CCNCC1)C1C(NC(CC1)=O)=O